S1C=NC2=C1C=CC(=C2)CN(C(=O)[C@H]2N([C@@H]1C[C@@H]1C2)S(=O)(=O)C2=CC=C(C=C2)OC)C2CC1CC1CC2 (1R,3S,5R)-N-(benzo[d]thiazol-5-ylmethyl)-N-(bicyclo[4.1.0]heptan-3-yl)-2-((4-methoxyphenyl)sulfonyl)-2-azabicyclo[3.1.0]hexane-3-carboxamide